1,10-dihydro-2,9-dimethyl-1,10-phenanthroline-4,7-dione CC=1NC2=C3NC(=CC(C3=CC=C2C(C1)=O)=O)C